N1C(C=C(C2=CC=CC=C12)CCC(=O)O)=O 3-[2(1H)-quinolone-4-yl]propionic acid